tert-butyl 7-{7-bromo-8-ethoxy-6-iodo-2-[(1-methylpiperidin-4-yl) oxy] quinazolin-4-yl}-2,7-diazaspiro[3.5]nonane-2-carboxylate BrC1=C(C=C2C(=NC(=NC2=C1OCC)OC1CCN(CC1)C)N1CCC2(CN(C2)C(=O)OC(C)(C)C)CC1)I